anthracenyl-diethylene glycol monomethyl ether COC(COCCO)C1=CC=CC2=CC3=CC=CC=C3C=C12